C(C=C)(=O)N1[C@H](CN(CC1)C=1C2=C(N=C(N1)OC[C@H]1N(CCC1)C)OC1(CC2)CCCC2=C(C=CC=C21)F)CC#N 2-((2S)-1-acryloyl-4-(5-fluoro-2'-(((S)-1-methylpyrrolidin-2-yl)methoxy)-3,4,5',6'-tetrahydro-2H-spiro[naphthalene-1,7'-pyrano[2,3-d]pyrimidin]-4'-yl)piperazin-2-yl)acetonitrile